ClC1=C(C=CC(=C1)F)C1(NC(C=2C1=C(C=C1CN(C(NC21)=O)C([2H])([2H])[2H])C2=C(C(=O)N)C=C(C=C2C(F)(F)F)F)=O)O [7-(2-chloro-4-fluorophenyl)-7-hydroxy-2,9-dioxo-3-(trideuteriomethyl)-2,3,4,7,8,9-hexahydro-1H-pyrrolo[4,3-h]quinazolin-6-yl]-5-fluoro-3-(trifluoromethyl)benzamide